[Na+].CC1=C(C=CC=C1)C1=CC(=CC=C1)CCC(=O)[O-] 3-(2'-methylbiphenyl-3-yl)propanoic acid sodium salt